C1[C@H](C([C@](C(C1(C(=O)O)O)(C(=O)C2=CC(=C(C(=C2)O)O)O)C(=O)C3=CC(=C(C(=C3)O)O)O)(C(=O)C4=CC(=C(C(=C4)O)O)O)O)O)O trigalloylquinic acid